C(C)OC(=O)C1=C(N(C(=C1C=O)C)C1=CC(=CC=C1)Br)C 1-(3-bromophenyl)-4-formyl-2,5-dimethyl-1H-pyrrole-3-carboxylic acid ethyl ester